(S)-1-((5-(5-(difluoromethyl)-1,3,4-oxadiazol-2-yl)pyridin-2-yl)methyl)-6-fluoro-3-(piperidin-3-yl)-5-(pyridin-4-yl)-1,3-dihydro-2H-benzo[d]imidazol-2-one FC(C1=NN=C(O1)C=1C=CC(=NC1)CN1C(N(C2=C1C=C(C(=C2)C2=CC=NC=C2)F)[C@@H]2CNCCC2)=O)F